(2r,3r,4s,5r)-6-(4-chloro-3-(4-ethoxybenzyl) phenyl)-6-oxohexane-1,2,3,4,5-penta-ylpentaacetate ClC1=C(C=C(C=C1)C([C@@H]([C@H]([C@@H]([C@H](CCC(=O)[O-])CC(=O)[O-])CC(=O)[O-])CC(=O)[O-])CC(=O)[O-])=O)CC1=CC=C(C=C1)OCC